FC1(CN(CCC1)CCNC(=O)C=1C=C(C(=NC1)C)NC(=O)C=1C=NN2C1SC(=C2)C=2C=NN(C2)C)F N-(5-((2-(3,3-difluoropiperidin-1-yl)ethyl)carbamoyl)-2-methylpyridin-3-yl)-2-(1-methyl-1H-pyrazol-4-yl)pyrazolo[5,1-b]thiazole-7-carboxamide